(S,E)-5-(azetidin-1-yl)-3-((3-(3-(2-(4-(dimethylamino)-N-methylbut-2-enamido)propanamido)propoxy)phenyl)amino)-6-ethylpyrazine-2-carboxamide N1(CCC1)C=1N=C(C(=NC1CC)C(=O)N)NC1=CC(=CC=C1)OCCCNC([C@H](C)N(C(\C=C\CN(C)C)=O)C)=O